7-Amino-4-benzyl-2H-benzo[b][1,4]oxazin NC=1C=CC2=C(OCCN2CC2=CC=CC=C2)C1